20-(2,5-dioxo-2,5-dihydro-1H-pyrrol-1-yl)-13-isopropyl-6,9,12,15-tetraoxo-10-(3-ureidopropyl)-3-oxa-5,8,11,14-tetraazaeicosane-1-oic acid O=C1N(C(C=C1)=O)CCCCCC(NC(C(NC(C(NCC(NCOCC(=O)O)=O)=O)CCCNC(=O)N)=O)C(C)C)=O